C1(CC1)C1=CC(=NN1C1OCCCC1)N(C(OC(C)(C)C)=O)C1=CC2=C(C(=NO2)N(CC2=CC=C(C=C2)OC)S(=O)(=O)C2=C(C=C(C=C2OC)C=O)OC)C=C1OC tert-butyl [5-cyclopropyl-1-(oxan-2-yl)-1H-pyrazol-3-yl](3-{(4-formyl-2,6-dimethoxybenzene-1-sulfonyl)[(4-methoxyphenyl)methyl]amino}-5-methoxy-1,2-benzoxazol-6-yl)carbamate